C(C)(C)(C)OCC1N(C[C@H]([C@@H]2[C@H]1OC(O2)(C)C)O)C(CCCCC(=O)OCC2=CC=CC=C2)=O benzyl 6-[(3aS,7R,7aR)-4-(tert-butoxymethyl)-7-hydroxy-2,2-dimethyl-4,6,7,7a-tetrahydro-3aH-[1,3]dioxolo[4,5-c]pyridin-5-yl]-6-oxo-hexanoate